3-methyl-1,3-heptadiene CC(C=C)=CCCC